(R)-N-(3-(2-((4-(pyrrolidin-3-ylamino)phenyl)amino)quinazolin-8-yl)phenyl)acrylamide N1C[C@@H](CC1)NC1=CC=C(C=C1)NC1=NC2=C(C=CC=C2C=N1)C=1C=C(C=CC1)NC(C=C)=O